(3S)-ethyl 3-(4-fluoro-2',4',5,6'-tetramethylbiphenyl-3-yl)-3-(4-methyl-2-(5-(2-(3-methylazetidin-1-yl)ethyl)-2-oxo-4-(trifluoromethyl)pyridin-1(2H)-yl) pentanamido)propanoate FC1=C(C=C(C=C1C)C1=C(C=C(C=C1C)C)C)[C@H](CC(=O)OCC)NC(C(CC(C)C)N1C(C=C(C(=C1)CCN1CC(C1)C)C(F)(F)F)=O)=O